C(C)(=O)C1=C(C=C(C=C1)Cl)C1=CC(N(C=C1OC)C(C(=O)NC1=CC(=C(C=C1)C#N)OC)CC1=CC=CC=C1)=O 2-(4-(2-acetyl-5-chlorophenyl)-5-methoxy-2-oxopyridin-1(2H)-yl)-N-(4-cyano-3-methoxyphenyl)-3-phenylpropionamide